ClC=1C(=NC(=NC1)NC1=C(C=C(C=C1)N1CC2CCC(C1)N2C)OC(F)F)NC=2SC=CC2C(=O)N 2-((5-chloro-2-((2-(difluoromethoxy)-4-(8-methyl-3,8-diazabicyclo[3.2.1]octan-3-yl)phenyl)amino)pyrimidin-4-yl)amino)thiophene-3-carboxamide